FC1=C(C=CC(=C1)OC1=NN(C=C1)C=1C=NC(=CC1)C)NC1=NC=NC2=CC(=C(C=C12)O[C@H]1CN(CCC1)C(C=C)=O)OC (R)-1-(3-((4-((2-fluoro-4-((1-(6-methylpyridin-3-yl)-1H-pyrazol-3-yl)oxy)phenyl)amino)-7-methoxyquinazolin-6-yl)oxy)piperidin-1-yl)prop-2-en-1-one